(S)-3-(1H-indazol-6-yl)-6-((1-(6-methoxypyridin-3-yl)ethyl)amino)-4H-pyrano[2,3-c]pyridin-4-one N1N=CC2=CC=C(C=C12)C=1C(C=2C(=CN=C(C2)N[C@@H](C)C=2C=NC(=CC2)OC)OC1)=O